CN1CC(CCC1)CS(=O)(=O)[O-] 1-methylpiperidin-3-ylmethylsulfonate